NC1CCC(CC1)CC1C(CC(CC1)CC1CCC(CC1)N)N 2,5-bis(4-aminocyclohexylmethyl)cyclohexylamine